2-(3-methoxyoxetan-3-yl)-4-methyl-3',6'-dihydro-[3,4'-bipyridine] COC1(COC1)C1=NC=CC(=C1C=1CC=NCC1)C